N-(1-((3-chloro-5-methylpyridin-2-yl)oxy)-2-methylpropan-2-yl)-2-(1-methylpyrrolidin-2-yl)acetamide ClC=1C(=NC=C(C1)C)OCC(C)(C)NC(CC1N(CCC1)C)=O